methyl-9-[(1,2-oxazol-3-yl)methyl]-1,5,9-triazacyclododecan CN1CCCNCCCN(CCC1)CC1=NOC=C1